N1CC(C1)CN1CCC(CC1)N1CCC(CC1)N1N=C(C=2C1=NC=NC2N)C2=CC=C(C=C2)OC2=CC=CC=C2 1-(1'-(azetidin-3-ylmethyl)-[1,4'-bipiperidin]-4-yl)-3-(4-phenoxyphenyl)-1H-pyrazolo[3,4-d]pyrimidin-4-amine